NC1=C2C(=NC=N1)N(N=C2C2=CC(=C(C=C2)C)F)C(C)C2=NC1=CC=CC(=C1C(N2C2CCCC2)=O)F 2-(1-(4-amino-3-(3-fluoro-4-methylphenyl)-1H-pyrazolo[3,4-d]pyrimidin-1-yl)ethyl)-3-cyclopentyl-5-fluoroquinazolin-4(3H)-one